7-bromo-6-chloro-4-((2S,5R)-2,5-dimethylpiperazin-1-yl)-2,8-dihydroxyquinoline-3-carbonitrile BrC1=C(C=C2C(=C(C(=NC2=C1O)O)C#N)N1[C@H](CN[C@@H](C1)C)C)Cl